F[C@H]1C(N[C@@H](C12CC2)COC2=NC=CC1=CC(=C(C=C21)OC)C(=O)N)=O 1-{[(4S,7R)-7-fluoro-6-oxo-5-azaspiro[2.4]hept-4-yl]methoxy}-7-methoxyisoquinoline-6-carboxamide